CN(CC(=O)N1CCC(CC1)NC1=CC=CC2=C1S(C(=C2C=2N=CSC2)C#CC)=O)C 3-(7-((1-(dimethylglycyl)piperidin-4-yl)amino)-1-oxido-3-(thiazol-4-yl)benzo[b]thiophen-2-yl)prop-2-yn